ClC1=C(C#N)C=CC(=C1)N1CC2(C1)CCC(CC2)OC2=CC=C(C=C2)C(=O)N2CCC(CC2)N2CC1=CC=3C(N(C(C3C=C1C2)=O)C2C(NC(CC2)=O)=O)=O 2-chloro-4-(7-(4-(4-(6-(2,6-dioxopiperidin-3-yl)-5,7-dioxo-3,5,6,7-tetrahydropyrrolo[3,4-f]isoindol-2(1H)-yl)piperidine-1-carbonyl)phenoxy)-2-azaspiro[3.5]nonan-2-yl)benzonitrile